(2-Hydroxyethyl)triethylammonium geranate C(\C=C(/C)\CCC=C(C)C)(=O)[O-].OCC[N+](CC)(CC)CC